BrC=1C(=C(C=O)C=CC1Cl)O 3-bromo-4-chloro-2-hydroxybenzaldehyde